C12COCC(CC1)N2C2=CC=CC(=N2)C2=NC1=CC(=NC=C1C=C2)CNC(C2=CC(=C(C=C2)C)S(=O)(=O)C)=O N-((2-(6-(3-oxa-8-azabicyclo[3.2.1]octan-8-yl)pyridin-2-yl)-1,6-naphthyridin-7-yl)methyl)-4-methyl-3-(methylsulfonyl)benzamide